ClC1C2(CC1(C2)C(=O)O)C(=O)O 2-chlorobicyclo[1.1.1]pentane-1,3-dicarboxylic acid